N(=N\C(=O)[O-])/C(=O)OCC1=CC=C(C=C1)Cl.N(=N\C(=O)[O-])/C(=O)OCC1=CC=C(C=C1)Cl bis(4-chlorobenzyl) bis-(E)-diazene-1,2-dicarboxylate